[Cl-].C(C1=CC=CC=C1)NC(/C=C(\C)/[N+](CCCCCCCCCC)(C)C)=O (E)-N-(4-(benzylamino)-4-oxobut-2-en-2-yl)-N,N-dimethyldecan-1-aminium chloride